Iridium (III) bis[(phenanthrenyl)quinoline] C1(=CC=CC=2C3=CC=CC=C3C=CC12)C1=NC2=CC=CC=C2C=C1.C1(=CC=CC=2C3=CC=CC=C3C=CC12)C1=NC2=CC=CC=C2C=C1.[Ir+3]